3-chloro-5-ethyl-6-hydroxy-2-methoxybenzoic acid ClC=1C(=C(C(=O)O)C(=C(C1)CC)O)OC